COCCOCCOCCOCC1=C(N=C(S1)C)C 5-(2-(2-(2-methoxyethoxy)ethoxy)ethoxy)methyl-2,4-dimethyl-1,3-thiazole